ClCC(CN1C(=NC=C1[N+](=O)[O-])C(F)(F)F)O 1-[3-chloro-2-hydroxypropyl]-2-(trifluoromethyl)-5-nitroimidazole